FC=1C=C(C=C(C1O)OC)C=1C2=C(C=NC1)N(C(N2C)=O)CC(=O)NC2=CC=C(C=C2)F 2-(7-(3-fluoro-4-hydroxy-5-methoxyphenyl)-1-methyl-2-oxo-1,2-dihydro-3H-imidazo[4,5-c]pyridin-3-yl)-N-(4-fluorophenyl)acetamide